C(C1=CC=CC=C1)(=O)[O-].C(C1=CC=CC=C1)[NH+](CC1=CC=CC=C1)CC1=CC=CC=C1 tribenzyl-ammonium benzoate